C1(CC1)C=1OC2=C(C1)C(=CC=C2OC)C2=CC=C1C=NNC1=C2 6-(2-cyclopropyl-7-methoxybenzofuran-4-yl)-1H-indazole